CC1=C(C=CC(=C1)OC(F)(F)F)NC1=CN=C(C=C1C(=O)O)C(F)(F)F 5-((2-methyl-4-(trifluorometh-oxy)phenyl)-amino)-2-(tri-fluoromethyl)isonicotinic acid